C(C)(C)(C)OC(=O)N1C(C(C2=NNC(C=3C=C(C=C1C23)F)=O)N2C(SCC2=O)=O)C2=CC=C(C=C2)F 5-fluoro-8-(4-fluorophenyl)-9-(2,4-thiazolidinedione-3-yl)-8,9-dihydro-2H-pyrido[4,3,2-de]phthalazin-3(7H)-one-7-carboxylic acid tert-butyl ester